C(C1=CC=CC=C1)N1C(=NC=C1C)CC 1-benzyl-2-ethyl-5-methylimidazole